ethylene glycol (ethylene)dimethacrylate C(CC=C(C(=O)O)C)C=C(C(=O)O)C.C(CO)O